NCCCNCCCCCCCCCNCCCN 1,17-diamino-4,14-diazaheptadecane